CC1=CC=C(C=N1)C=1C=CC=C2C(=NC=NC12)N[C@H](CN1CCN(CC1)S(=O)(=O)C1=CC2=C(NC(S2)=O)C=C1)C 6-({4-[(2S)-2-{[8-(6-methylpyridin-3-yl)quinazolin-4-yl]amino}propyl]piperazin-1-yl}sulfonyl)-2,3-dihydro-1,3-benzothiazol-2-one